FC1=CC2=CN(N=C2C=C1)C1=CC(=C(C=C1)NC(=O)C1CN(C1)C)F 5-fluoro-2-(3-fluoro-4-{[(1-methylazetidine-3-yl)carbonyl]amino}phenyl)-2H-indazole